C(C(=C)C)(=O)OC(COC1=CC=C(C=C1)C(C)(C)C1=CC=C(C=C1)OCC(C)OC(C(=C)C)=O)C 2,2-Bis[4-(2-methacryloyloxy-propoxy)phenyl]propan